6-chloro-3-ethyl-8-(1-((2-(methylsulfonyl)phenyl)amino)ethyl)-2-morpholinoquinazolin-4(3H)-one ClC=1C=C2C(N(C(=NC2=C(C1)C(C)NC1=C(C=CC=C1)S(=O)(=O)C)N1CCOCC1)CC)=O